3-bromo-4-chloro-5-nitropyridine BrC=1C=NC=C(C1Cl)[N+](=O)[O-]